COC(=O)C1=CCN(N1)CCOCCOCC#C 2-(2-(2-(prop-2-yn-1-yloxy)ethoxy)ethyl)-1H-pyrazole-5-carboxylic acid methyl ester